3,5-bis(methoxycarbonyl)phenylphosphonic acid COC(=O)C=1C=C(C=C(C1)C(=O)OC)P(O)(O)=O